N(=NC(=O)N)C(=O)N Azodicarboxamid